OC1=C(C=C(C=C1)C=CC(=O)C1=CC=CC=C1)OC 3-(4-Hydroxy-3-methoxyphenyl)-1-phenylprop-2-en-1-one